[Si](C)(C)(C(C)(C)C)OC1CN(CC=C(C1)C1=C(C(=CC=2CCOC21)NC2=NC(=CC(=N2)C)NC)F)C(=O)OC(C)(C)C tert-butyl 3-[tert-butyl(dimethyl)silyl]oxy-5-[6-fluoro-5-[[4-methyl-6-(methylamino)pyrimidin-2-yl] amino]-2,3-dihydrobenzofuran-7-yl]-2,3,4,7-tetrahydroazepine-1-carboxylate